4-bromo-1,1-difluorocyclohexane BrC1CCC(CC1)(F)F